FC1=C(C=CC(=C1F)OC)C1=CN=C2N1C=CN=C2NC2=CC(=C(C(=O)NC[C@@H](C(=O)OC)NC(=O)OCC1C3=CC=CC=C3C=3C=CC=CC13)C=C2)CC Methyl (2S)-3-[[4-[[3-(2,3-difluoro-4-methoxy-phenyl)imidazo[1,2-a]pyrazin-8-yl]amino]-2-ethyl-benzoyl]amino]-2-(9H-fluoren-9-ylmethoxycarbonylamino)propanoate